3-bromo-1,2-propylene glycol BrCC(CO)O